O=C1N(C=NN1)C1=CC=C(C=C1)OC(F)(F)F 5-oxo-4-(4-(trifluoro-methoxy)phenyl)-4,5-dihydro-1H-1,2,4-triazol